BrC1=C(N=C(S1)C)C 5-bromo-2,4-dimethyl-1,3-thiazole